N-(5-(((1r,5's)-5'-methyl-3H-spiro[furo[3,4-c]pyridin-1,3'-pyrrolidin]-1'-yl)methyl)thiazol-2-yl)acetamide tert-butyl-N-allyl-N-[2-[tert-butyl(dimethyl)silyl]oxypent-4-ynyl]carbamate C(C)(C)(C)OC(N(CC(CC#C)O[Si](C)(C)C(C)(C)C)CC=C)=O.C[C@H]1C[C@@]2(CN1CC1=CN=C(S1)NC(C)=O)OCC=1C=NC=CC12